[N+](=O)([O-])C=1C2=C(C(NC1)=O)C=CO2 7-nitro-4,5-dihydrofuro[3,2-C]pyridin-4-one